C(C)C1=C(OCSCC2=NNC(N2)=S)C=CC(=C1)NCC 3-[(2-Ethyl-4-ethylaminophenoxymethylthio)methyl]-1H-1,2,4-triazole-5(4H)-thione